The molecule is a carbobicyclic compound that is bicyclo[3.1.1]heptane which is substituted by an oxo group at position 2 and by methyl groups at positions 4, 6 and 6, and which contains a double bond between positions 3 and 4. It is a carbobicyclic compound, a cyclic ketone and an enone. CC1=CC(=O)C2CC1C2(C)C